CC(CCC(C(=O)O)C(CC(C)(C)C)C)CC(C)(C)C 5,7,7-trimethyl-2-(1,3,3-trimethylbutyl)octanoic acid